FC1=CC=C(C=C1)C1=C(C=C2C(=NC(N3C2=C1SC[C@H](C3)OC)=O)N3CCNCC3)C(F)(F)F (S)-11-(4-fluorophenyl)-3-methoxy-8-(piperazin-1-yl)-10-(trifluoromethyl)-3,4-dihydro-2H,6H-[1,4]thiazepino[2,3,4-ij]quinazolin-6-one